CN1N=C2C(=CC(=CC2=C1)C=1SC(=C(N1)C(NC1CCN(CC1)C)=O)NC(OC(C)(C)C)=O)C tert-butyl (2-(2,7-dimethyl-2H-indazol-5-yl)-4-((1-methylpiperidin-4-yl)carbamoyl)thiazol-5-yl)carbamate